4-(triphenylsilyl)aniline C1(=CC=CC=C1)[Si](C1=CC=C(N)C=C1)(C1=CC=CC=C1)C1=CC=CC=C1